NCC1CCC(CC1)C(=O)N[C@@H](CC=1N=CC2=CC=CC=C2C1)C(=O)NCCCC[C@H](NC(N[C@@H](CCC(=O)O)C(=O)O)=O)C(=O)O N6-{N-[(1r,4S)-4-(aminomethyl)cyclohexane-1-carbonyl]-3-(isoquinolin-3-yl)-L-alanyl}-N2-{[(1S)-1,3-dicarboxypropyl]carbamoyl}-L-lysine